FC(C=1C=C(C=CC1)C1=C(NC=2C1=NC=CC2)C2=C(C=NC=C2)OC[C@@H]2N(CC2)C(=O)OC(C)(C)C)(F)F |r| tert-butyl (2RS)-2-{[(4-{3-[3-(trifluoromethyl)phenyl]-1H-pyrrolo[3,2-b]pyridin-2-yl}pyridin-3-yl)oxy]methyl}azetidine-1-carboxylate